(R)-6-chloro-4-(cyclopropylethynyl)-7-(hydroxymethyl)-4-(trifluoromethyl)-1,4-dihydro-2H-benzo[d][1,3]oxazin-2-one ClC1=CC2=C(NC(O[C@]2(C(F)(F)F)C#CC2CC2)=O)C=C1CO